ClC1=CC=C(C=C1)[B-](C1=CC=C(C=C1)Cl)(C1=CC=C(C=C1)Cl)C1=CC=C(C=C1)Cl.[Na+] sodium tetrakis(4-chlorophenyl)borate